2-(5-fluoro-2-((S)-tetrahydro-2H-pyran-2-yl)phenyl)-2-(3-((5-(1,2,3,4-tetrahydro-1,8-naphthyridin-2-yl)pentyl)oxy)azetidin-1-yl)acetic acid FC=1C=CC(=C(C1)C(C(=O)O)N1CC(C1)OCCCCCC1NC2=NC=CC=C2CC1)[C@H]1OCCCC1